FC=1C=C(C=CC1OC1=C2C(=NC=C1)NN=C2N[C@@H](CO)C)NC(=O)C=2C(N(C=C(C2)C)C2=CC=C(C=C2)F)=O (R)-N-(3-fluoro-4-((3-((1-hydroxypropan-2-yl)amino)-1H-pyrazolo[3,4-b]pyridin-4-yl)oxy)phenyl)-1-(4-fluorophenyl)-5-methyl-2-oxo-1,2-dihydropyridine-3-carboxamide